9-hydroperoxy-10,12,15-octadecatrienoic acid O(O)C(CCCCCCCC(=O)O)C=CC=CCC=CCC